(S)-1-methyl-(1,2,3,10-tetramethoxy-11-methyl-9-oxo-5,6,7,9-tetrahydrobenzo[a]heptalen-7-yl)urea CN(C(=O)N)[C@H]1CCC2=C(C3=CC(=C(C(C=C13)=O)OC)C)C(=C(C(=C2)OC)OC)OC